4,6-dichloro-5-methoxy-2-nitropyridin-3-ol ClC1=C(C(=NC(=C1OC)Cl)[N+](=O)[O-])O